C(C)(C)C=1C(=NNC1C=1C=C(C=2N(C1)N=CN2)C)C2=CC=C(C=C2)[C@H](C)NC(C)C(C)C N-((S)-1-(4-(4-isopropyl-5-(8-methyl-[1,2,4]triazolo[1,5-a]pyridin-6-yl)-1H-pyrazol-3-yl)phenyl)ethyl)-3-methylbutan-2-amine